C[C@@H](CC)N1N=CC(=C1)C1=C(C(=O)OC)C=C(C=C1)[N+](=O)[O-] Methyl 2-{1-[(2S)-butan-2-yl]-1H-pyrazol-4-yl}-5-nitrobenzoate